ClC=1C=C(C(=O)O)C=C(C1C1=CN(C2=NC=C(C=C21)C=2C(=NOC2C)C)C2CCOCC2)OCC(F)F 3-chloro-5-(2,2-difluoroethoxy)-4-(5-(3,5-dimethylisoxazol-4-yl)-1-(tetrahydro-2H-pyran-4-yl)-1H-pyrrolo[2,3-b]pyridin-3-yl)benzoic acid